7-nitro-2,3-dihydro-benzo[1,4]dioxin-6-ol [N+](=O)([O-])C=1C(=CC2=C(OCCO2)C1)O